(2S,4r)-N-[(2r,3S)-1-cyclopropyl-2-(3-methoxyphenyl)pyrrolidin-3-yl]-1-[(2S)-2-(4-cyclopropyltriazol-1-yl)-3,3-dimethyl-butyryl]-4-hydroxy-pyrrolidine-2-carboxamide C1(CC1)N1[C@@H]([C@H](CC1)NC(=O)[C@H]1N(C[C@@H](C1)O)C([C@H](C(C)(C)C)N1N=NC(=C1)C1CC1)=O)C1=CC(=CC=C1)OC